1-(1-(3-(difluoro(4-(trifluoromethyl)phenyl)methyl)-1,2,4-oxadiazol-5-yl)cyclopropyl)vinyl trifluoromethanesulfonate FC(S(=O)(=O)OC(=C)C1(CC1)C1=NC(=NO1)C(C1=CC=C(C=C1)C(F)(F)F)(F)F)(F)F